tert-butyl 4-[3-(4-cyano-2-fluoro-3-methylthio-phenyl)-5,5-dimethyl-4-oxo-2-thioxo-imidazolidin-1-yl]butyrate C(#N)C1=C(C(=C(C=C1)N1C(N(C(C1=O)(C)C)CCCC(=O)OC(C)(C)C)=S)F)SC